C(CC)(=O)O.C(CC)(=O)O.ON(CC=O)CC hydroxyoxo-diethylamine dipropionate